ClC=1C=CC2=C(C[C@@H](CC=3N2C(=NN3)[C@@H]3CC[C@H](CC3)OC3=NC=CC=C3)NCC3CC3)C1 (5S)-8-chloro-N-(cyclopropylmethyl)-1-[trans-4-(pyridin-2-yloxy)cyclohexyl]-5,6-dihydro-4H-[1,2,4]triazolo[4,3-a][1]benzazepin-5-amine